FC=1C=C2C(=CNC2=CC1)NC(=O)NC1=CC(=C(C(=C1)CSC(F)(F)F)OCCN1CCN(CC1)C)F 1-(5-fluoro-1H-indol-3-yl)-3-(3-fluoro-4-(2-(4-methylpiperazin-1-yl)ethoxy)-5-(trifluoromethylthio)methylphenyl)urea